FC=1C=C(C=CC1F)[C@H]1[C@@H](C1)NC1=C2N=CN(C2=NC(=N1)SCCC)CCCCCC N-((1R,2S)-2-(3,4-difluorophenyl)cyclopropyl)-9-hexyl-2-(propylsulfanyl)-9H-purin-6-amine